N1N=C(N=C1)C1=NC=2C(=C3C(=NC2)NC=C3)N1C1CCC(CC1)CC#N 2-((1r,4r)-4-(2-(1H-1,2,4-triazol-3-yl)imidazo[4,5-d]Pyrrolo[2,3-b]Pyridin-1(6H)-yl)cyclohexyl)acetonitrile